4-cyano-3-(N-(5-cyano-2-(pyridin-2-yl)phenyl)sulfamoyl)benzoic Acid C(#N)C1=C(C=C(C(=O)O)C=C1)S(NC1=C(C=CC(=C1)C#N)C1=NC=CC=C1)(=O)=O